NC\C=C(\CN1N=NC2=C1C=C(C=C2C2=CC(=CC=C2)P(=O)(OCC)OCC)C(=O)OC)/F methyl (Z)-1-(4-amino-2-fluorobut-2-en-1-yl)-4-(3-(diethoxyphosphoryl)phenyl)-1H-benzo[d][1,2,3]triazol-6-carboxylate